ethyl 4-(methylamino)-6-(trifluoromethyl)nicotinate CNC1=CC(=NC=C1C(=O)OCC)C(F)(F)F